CNC(=O)C=1C=CC2=C(N=CS2)C1 N-methylbenzo[d]Thiazole-5-carboxamide